CO[SiH2]OC (dimethoxy)silane